N1C(=CC2=CC=CC=C12)C=1C(C2=CC=CC=C2C(C1)=O)=O indolylnaphthoquinone